C(C)(C)[C@@H](CCCC)NC1=C(C=NC2=CC=CC=C12)[N+](=O)[O-] N-[(1R)-1-isopropylpentyl]-3-nitro-quinolin-4-amine